3,7,11,15-tetramethylhexadeca-2,6,10,14-tetraenal CC(=CC=O)CCC=C(CCC=C(CCC=C(C)C)C)C